N,N'-(ethylenedioxydipropylene)bismaleimide C(OCC(C)N1C(C=CC1=O)=O)COCC(C)N1C(C=CC1=O)=O